BrC=1C=C2C(CCOC2=C(C1)OC)(C)C 6-bromo-8-methoxy-4,4-dimethylchroman